(3R)-3-amino-7-[5-(5,5-difluoro-1-methyl-3-piperidyl)-1,2,4-oxadiazol-3-yl]-8-fluoro-5-[(5-isopropoxy-2-pyridyl)methyl]-1,1-dioxo-2,3-dihydro-1λ6,5-benzothiazepin-4-one N[C@H]1CS(C2=C(N(C1=O)CC1=NC=C(C=C1)OC(C)C)C=C(C(=C2)F)C2=NOC(=N2)C2CN(CC(C2)(F)F)C)(=O)=O